(S)-N-(sec-butyl)-5-(2-methylimidazo[1,2-b]pyridazin-6-yl)-7H-pyrrolo[2,3-d]pyrimidin-2-amine [C@H](C)(CC)NC=1N=CC2=C(N1)NC=C2C=2C=CC=1N(N2)C=C(N1)C